ammonium succinamate C(CCC(=O)N)(=O)[O-].[NH4+]